4-(2-fluorophenyl)-N-(5-hydroxypyridin-2-yl)piperazine-1-carboxamide FC1=C(C=CC=C1)N1CCN(CC1)C(=O)NC1=NC=C(C=C1)O